4-((4-chloro-2-fluorophenyl)sulfonamido)-N-(4-methoxyphenyl)benzamide ClC1=CC(=C(C=C1)S(=O)(=O)NC1=CC=C(C(=O)NC2=CC=C(C=C2)OC)C=C1)F